9-(((2S,3S)-3-ethyl-5-oxopyrrolidin-2-yl)methoxy)-[1,2,4]triazolo[4,3-a]quinoline-4-carboxamide C(C)[C@@H]1[C@H](NC(C1)=O)COC=1C=CC=C2C=C(C=3N(C12)C=NN3)C(=O)N